7-(6-((1S,2S,3R,5R)-2-fluoro-8-azabicyclo[3.2.1]oct-3-yloxy)pyridazin-3-yl)-6-hydroxy-2-methylisoquinolin-1(2H)-one F[C@H]1[C@@H]2CC[C@H](C[C@H]1OC1=CC=C(N=N1)C1=C(C=C3C=CN(C(C3=C1)=O)C)O)N2